2-Methyl-6-(((3,5,6-trifluoropyridin-2-yl)oxy)methyl)-1H-indazole CN1NC2=CC(=CC=C2C1)COC1=NC(=C(C=C1F)F)F